[O-2].[Fe+3].[La+3].[O-2].[O-2] Lanthanum iron (III) oxide